(Z)-3-((3-(but-3-en-1-yl)-2-methyl-7-(methylthio)-1,1-dioxido-5-phenyl-2,3,4,5-tetrahydrobenzo[f][1,2,5]thiadiazepin-8-yl)oxy)-2-fluoroacrylic acid C(CC=C)C1N(S(C2=C(N(C1)C1=CC=CC=C1)C=C(C(=C2)O\C=C(\C(=O)O)/F)SC)(=O)=O)C